C1(CC1)C1=C(C=CC=C1)C=1C=C2C(CC3(CN(CC3)C3=CN=C4N3C=CC(=C4)Cl)C2=CC1)O 5-(2-cyclopropylphenyl)-1'-(7-chloroimidazo[1,2-a]pyridin-3-yl)-2,3-dihydrospiro[inden-1,3'-pyrrolidin]-3-ol